CC(CO)C(CO)O 2-Methylbutane-1,3,4-triol